8-Oxa-2-aza-spiro[4.5]decane-2-carboxylic acid (4,6-dimethyl-7-phenyl-thiazolo[4,5-c]pyridin-2-yl)-amide CC1=NC(=C(C2=C1N=C(S2)NC(=O)N2CC1(CC2)CCOCC1)C1=CC=CC=C1)C